5-{4-[(4-methylpyrimidin-2-yl)oxy]Phenyl}-7-{[2-(trimethylsilyl)ethoxy]Methyl}-7H-Pyrrolo[2,3-d]Pyrimidin-4-amine CC1=NC(=NC=C1)OC1=CC=C(C=C1)C1=CN(C=2N=CN=C(C21)N)COCC[Si](C)(C)C